CNC1=NC=CC=C1C1=NC(=CC=C1C(C)O)N1C=NC2=C1C=CC(=C2)NC=2N=NC(=CC2)C 1-[2-[2-(methylamino)-3-pyridinyl]-6-[5-[(6-methylpyridazin-3-yl)amino]benzimidazol-1-yl]-3-pyridinyl]ethanol